FC(C(C(=C(C(F)(F)F)F)F)(C(F)(F)F)F)F octafluoro-4-(trifluoromethyl)pent-2-ene